2-propenyl-1-heptyloxy-ethane C(=CC)CCOCCCCCCC